NC1=NC(=CC(=N1)C)C 2-amino-4,6-dimethyl-pyrimidine